1,2,6a,6b,9,9,11,14a-octamethyl-1,2,3,4,4a,5,6,6a,6b,7,8,8a,9,14,14a,14b,15,16b-octadecahydrochryseno[1,2-g]Quinazolin-4a-Carboxylat CC1C(CCC2(CCC3(C4(CCC5C(CC=6C=NC(=NC6C5(C)C)C)(C4CC=C3C12)C)C)C)C(=O)[O-])C